OC1=C(C=C(C=C1Cl)C1(C2=CC=CC=C2C=2C=CC=CC12)C1=CC(=C(C(=C1)Cl)O)Cl)Cl 9,9-bis(4-hydroxy-3,5-dichlorophenyl)fluorene